1-methyl-1-[(1S)-1-(4-pyridyl)ethyl]-3-[(2S,3R)-2-[5-(3-pyridyl)-3-pyridyl]tetrahydrofuran-3-yl]urea CN(C(=O)N[C@H]1[C@@H](OCC1)C=1C=NC=C(C1)C=1C=NC=CC1)[C@@H](C)C1=CC=NC=C1